N-(3-cyano-4-methyl-1H-indol-7-yl)-4-[(1,3-dioxoisoindolin-2-yl)methyl]benzenesulfonamide C(#N)C1=CNC2=C(C=CC(=C12)C)NS(=O)(=O)C1=CC=C(C=C1)CN1C(C2=CC=CC=C2C1=O)=O